C(C)(C)(C)OC(C[C@@]1([C@@H]2[C@H]3C[C@H](CC[C@@H]13)C2)C[N+](=O)[O-])=O (+)-2-((1S,2R,3R,6S,8S)-2-(nitromethyl)tricyclo[4.2.1.03,8]Nonan-2-yl)acetic acid tert-butyl ester